propylen glycol monoethyl ether acetate C(C)(=O)OC(COCC)C